FC=1C=C(CNN2CCN(CC2)C=2SC3=C(C(N2)=O)C=C(C=C3[N+](=O)[O-])C(F)(F)F)C=C(C1)F 2-(4-((3,5-difluorobenzyl)amino)piperazin-1-yl)-8-nitro-6-(trifluoromethyl)-4H-benzo[e][1,3]thiazin-4-one